O1CCOC12CCN(CC2)C=2C=CC(=NC2)C2C(NC(CC2)=O)=O 3-(5-(1,4-dioxa-8-azaspiro[4.5]decan-8-yl)pyridin-2-yl)piperidine-2,6-dione